3-(1-((1S,3S)-adamantan-1-ylmethyl)-5-methyl-1H-pyrazol-4-yl)-6-(methyl(5-methyl-6-(thiazolo[5,4-b]pyridin-2-ylamino)pyridazin-3-yl)amino)picolinic acid C12(CC3CC(CC(C1)C3)C2)CN2N=CC(=C2C)C=2C(=NC(=CC2)N(C=2N=NC(=C(C2)C)NC=2SC3=NC=CC=C3N2)C)C(=O)O